3-(1-(4-fluoro-5-(6-fluoro-1-methyl-1H-indazol-7-yl)-2-(methylthio)-8,9-dihydro-10H-7-oxa-1,3,6,10-tetraazacyclohepta[de]naphthalen-10-yl)ethyl)pyridin-2-amine FC1=C(N=C2C=3C(=NC(=NC13)SC)N(CCO2)C(C)C=2C(=NC=CC2)N)C=2C(=CC=C1C=NN(C21)C)F